5-amino-1-(4-methoxybenzyl)-1H-pyrazole-3-carboxylic acid methyl ester COC(=O)C1=NN(C(=C1)N)CC1=CC=C(C=C1)OC